CC1=C(C=C(C=C1)C1=CC=C(C=C1)CCN1CCN(CC1)C)N(C=1SC=C(N1)C1=NC(=CC(=N1)N)N)CCC 2-(2-((4-Methyl-4'-(2-(4-methylpiperazin-1-yl)ethyl)-[1,1'-biphenyl]-3-yl)(propyl)amino)thiazol-4-yl)pyrimidine-4,6-diamine